4-(4-ethyl-1H-benzo[d]imidazol-1-yl)-2,2,8-trimethyl-2H-benzo[e][1,3]oxazine C(C)C1=CC=CC=2N(C=NC21)C2=NC(OC1=C2C=CC=C1C)(C)C